CC=1C=2C(C(=NN1)N1N=CN=C1)=CNC(C2)=O 1-Methyl-7-oxo-4-(1H-1,2,4-triazol-1-yl)pyrido[3,4-d]pyridazine